ClC1=C(C=CC(=C1)CN(CC#C)C)O 2-chloro-4-((methyl-(prop-2-yn-1-yl)amino)methyl)phenol